N-(3-(4-chloro-6-(methylsulfonyl)pyridin-2-yl)-1-methyl-1H-pyrrolo[2,3-c]pyridin-5-yl)acetamide ClC1=CC(=NC(=C1)S(=O)(=O)C)C1=CN(C2=CN=C(C=C21)NC(C)=O)C